1-bromo-5-methoxy-2-(methoxy-d3)-4-methylbenzene BrC1=C(C=C(C(=C1)OC)C)OC([2H])([2H])[2H]